BrC1=NN(C(=C1)CC)COCC[Si](C)(C)C 3-bromo-5-ethyl-1-((2-(trimethylsilyl)ethoxy)methyl)-1H-pyrazole